5-hydroxy-2-thiouracil OC=1C(NC(NC1)=S)=O